Br.Br.ClC1=C(C=C2CC[C@@H](CC2=C1)N[C@H](C(=O)NC=1N=CN(C1)C(CNCC(C)(C)C)(C)C)CCC)F (S)-2-(((S)-7-chloro-6-fluoro-1,2,3,4-tetrahydronaphthalen-2-yl)amino)-N-(1-(2-methyl-1-(neopentylamino)propan-2-yl)-1H-imidazol-4-yl)pentanamide dihydrobromide